(4-((4-((cyclopentylmeth-yl)amino)-5-(trifluoromethyl)-7H-pyrrolo[2,3-d]pyrimidin-2-yl)amino)-3-methoxyphenyl)dimethyl-phosphine oxide C1(CCCC1)CNC=1C2=C(N=C(N1)NC1=C(C=C(C=C1)P(C)(C)=O)OC)NC=C2C(F)(F)F